C1(CCC1)OC=1C(=CC=2C(N1)=NN(C2)[C@H]2COCCC2)C(=O)NC=2C=NN1C2N=C(C=C1)C |o1:14| rel-(R)-6-cyclobutoxy-N-(5-methylpyrazolo[1,5-a]pyrimidin-3-yl)-2-(tetrahydro-2H-pyran-3-yl)-2H-pyrazolo[3,4-b]pyridine-5-carboxamide